N-(1-Benzylpyrrolidin-3-yl)-2-((3-(2,6-dioxopiperidin-3-yl)-1-methyl-1H-indazol-6-yl)oxy)acetamide C(C1=CC=CC=C1)N1CC(CC1)NC(COC1=CC=C2C(=NN(C2=C1)C)C1C(NC(CC1)=O)=O)=O